C(CCC)C1(CC=CC=C1)C 6-(n-butyl)-6-methyl-1,3-cyclohexadiene